C[C@@H]1N(C[C@H](N(C1)C(C)C=1C=CC2=C(N=C(S2)C)C1)C)C=1C=2N=C(N(C2N(C(N1)=O)C)CC)CC#N 2-(6-((2S,5R)-2,5-dimethyl-4-(1-(2-methylbenzo[d]thiazol-5-yl)ethyl)piperazin-1-yl)-9-ethyl-3-methyl-2-oxo-3,9-dihydro-2H-purin-8-yl)acetonitrile